[2H]COC1CC1 1-(deuteromethoxy)cyclopropane